1,3-Dimethyl-5-(phenylamino)-1,3-dihydro-2H-benzo[d]imidazol-2-one CN1C(N(C2=C1C=CC(=C2)NC2=CC=CC=C2)C)=O